(Z)-2-(But-2-en-1-yl)pyridine C(\C=C/C)C1=NC=CC=C1